O=C1NC(CCC1N1C(C2=CC=C(C=C2C1)C(=O)NC1=NC=CC(=N1)OC1CNCC1)=O)=O 2-(2,6-dioxopiperidin-3-yl)-1-oxo-N-(4-(pyrrolidin-3-yloxy)pyrimidin-2-yl)isoindoline-5-carboxamide